C(C1=CC=CC=C1)N1C(N(C2=CC(=CC=C2C1=O)C(N)=O)CC(=O)NCC1=CC=C(C=C1)C(=N)NC(OCC1=CC=CC=C1)=O)=O Benzyl ((4-((2-(3-benzyl-7-carbamoyl-2,4-dioxo-3,4-dihydroquinazolin-1(2H)-yl)acetamido)methyl)phenyl)(imino)methyl)carbamate